CC1(NC(CC(C1)OCCCOC1OCCCC1)(C)C)C 2,2,6,6-tetramethyl-4-(3-((tetrahydro-2H-pyran-2-yl)oxy)propoxy)piperidin